N1(CCC1)C1=CC2=C(C(=C3C([Si]2(C2=CC=CC=C2)C2=CC=CC=C2)=CC(C=C3)=[N+]3CCC3)C3=C(C=CC=C3)C)C=C1 1-(7-(Azetidin-1-yl)-5,5-diphenyl-10-(o-tolyl)dibenzo[b,e]silin-3(5H)-ylidene)azetidin-1-ium